5-((4'-(3,3-difluorocyclobutyl)-[1,1-biphenyl]-4-yl)oxy)-1H-1,2,3-triazole-4-carboxylic acid monosodium salt [Na+].FC1(CC(C1)C1=CC=C(C=C1)C1=CC=C(C=C1)OC1=C(N=NN1)C(=O)[O-])F